C(C)OC(C(=O)NC1(CCCCC1)NC(C(OCC)=O)=O)=O (1R,2R)-bis(2-ethoxy-2-oxoacetamido)cyclohexane